N-(5-bromo-7-methyl-1H-indol-3-yl)acetamide BrC=1C=C2C(=CNC2=C(C1)C)NC(C)=O